1-(4-bromo-1'-methyl-1-phenyl-1H,1'H-[3,4'-bipyrazol]-5-yl)-3-((3S,4R)-1-(2-methoxypyridin-3-yl)-4-phenylpyrrolidin-3-yl)urea BrC=1C(=NN(C1NC(=O)N[C@@H]1CN(C[C@H]1C1=CC=CC=C1)C=1C(=NC=CC1)OC)C1=CC=CC=C1)C=1C=NN(C1)C